(5-cyclopropylisoxazol-3-yl)(4-(trifluoromethoxy)phenyl)methanone C1(CC1)C1=CC(=NO1)C(=O)C1=CC=C(C=C1)OC(F)(F)F